BrC=1C(=C2C(=CC1)[C@]1(CCC23SCCS3)N=C3N(C=C(C=C3OC(F)F)C(F)(F)F)C1)F (S)-6'-bromo-8-(difluoromethoxy)-5'-fluoro-6-(trifluoromethyl)-2',3'-dihydro-3H-dispiro[imidazo[1,2-a]pyridine-2,1'-naphthalene-4',2''-[1,3]dithiolane]